ClC1=NC=C(C(=C1)N1CC(CCC1)F)C#CC=1C=NN(C1)C 2-chloro-4-(3-fluoropiperidin-1-yl)-5-((1-methyl-1H-pyrazol-4-yl)ethynyl)pyridine